BrC1=CC(=C(C(=C1)Cl)N1N=C2C(N=C(NC2=O)N2CCCC2)=N1)Cl 2-(4-bromo-2,6-dichlorophenyl)-5-(pyrrolidin-1-yl)-2,6-dihydro-7H-[1,2,3]triazolo[4,5-d]pyrimidin-7-one